ClC1=C(C=C(C(=C1)C)F)C=1C=C(C=2C=NNC2C1)C(=O)O 6-(2-chloro-5-fluoro-4-methylphenyl)-1H-indazole-4-carboxylic acid